Phenyl N-((R)-1-cyclopropylpropyl)carbamate C1(CC1)[C@@H](CC)NC(OC1=CC=CC=C1)=O